Dimethylphenyl-iodine CI(C1=CC=CC=C1)C